6,8-dichloro-2,3-dimethylpyrimidino[5,4-d]pyrimidin-4(3H)-one ClC=1N=C(C=2N=C(N(C(C2N1)=O)C)C)Cl